8-chloro-5-methoxy-2-(trideuteriomethyl)phthalazin-1-one ClC=1C=CC(=C2C=NN(C(C12)=O)C([2H])([2H])[2H])OC